C(N)(=O)C1=CC(=C(C=C1)C1=[N+](C=C(C=C1)CCl)[O-])C (4-carbamoyl-2-methylphenyl)-5-(chloromethyl)pyridine 1-oxide